ClC1=C(C=C(C(=C1)N1CCN(CC1)C)F)NC=1N=CC2=C(N1)N(C=C2)CC2CCOCC2 N-(2-Chloro-5-fluoro-4-(4-methylpiperazin-1-yl)phenyl)-7-((tetrahydro-2H-pyran-4-yl)methyl)-7H-pyrrolo[2,3-d]pyrimidin-2-amine